CC1=CC=C(C=C1)S(=O)(=O)NC=1C=C(C=C2C=CC=NC12)C(F)(F)F 4-methyl-N-(6-(trifluoro-methyl)quinolin-8-yl)-benzene-sulfonamide